CC1=C(C=2N(C=C1C1=CC3=C(N(C(N3)=O)[C@H]3CN(CCC3)CC(CC)CC)C=C1C(C)C)N=CN2)C (R)-5-(7,8-Dimethyl-[1,2,4]triazolo[1,5-a]pyridin-6-yl)-1-(1-(2-ethylbutyl)piperidin-3-yl)-6-isopropyl-1,3-dihydro-2H-benzo[d]imidazol-2-on